((S)-3-(naphthalen-1-yl)-2-(17-oxo-4,7,10,13-tetraoxa-16-azahexacosanyl)propanoyl)-leucyl-valine C1(=CC=CC2=CC=CC=C12)C[C@@H](C(=O)N[C@@H](CC(C)C)C(=O)N[C@@H](C(C)C)C(=O)O)CCCOCCOCCOCCOCCNC(CCCCCCCCC)=O